(R)-4-bromo-N-(1-(6,7-difluoro-4-oxo-3,4-dihydrophthalazin-1-yl)ethyl)-3,5-difluoro-N-methylbenzamide BrC1=C(C=C(C(=O)N(C)[C@H](C)C2=NNC(C3=CC(=C(C=C23)F)F)=O)C=C1F)F